pyridin-3-yl-6-(1-methyl-1H-pyrazol-4-yl)pyrazolo[1,5-a]Pyridine-3-carbonitrile hydrochloride Cl.N1=CC(=CC=C1)C1=NN2C(C=CC(=C2)C=2C=NN(C2)C)=C1C#N